ClC=1C=C(OC2CCN(CC2)C(CN2N=C(C=3CCCCC23)C(=O)N2CCC(CC2)O)=O)C=CC1 1-(4-(3-chlorophenoxy)piperidin-1-yl)-2-(3-(4-hydroxypiperidine-1-carbonyl)-4,5,6,7-tetrahydro-1H-indazol-1-yl)ethanone